(3R,5S)-(3,5-dimethylmorpholine) C[C@H]1N[C@H](COC1)C